NC1=NNC2=CC=C(C=C12)C1=CC(=NC=C1)NC=1C=C(C(=O)OCC)C=CC1 ethyl 3-((4-(3-amino-1H-indazol-5-yl)pyridine-2-yl)amino)benzoate